C(C)S(=O)(=O)C1=CC=C(C=C1)N1C(N(C2=NC=CC=C21)[C@@H]2CN(CC2)CC=2N(C(=CN2)C(=O)OC(C)(C)C)C)=O tert-Butyl (S)-2-((3-(1-(4-(ethylsulfonyl)phenyl)-2-oxo-1,2-dihydro-3H-imidazo[4,5-b]pyridin-3-yl)pyrrolidin-1-yl)methyl)-1-methyl-1H-imidazole-5-carboxylate